5,6-bis(5-methoxythien-2-yl)pyrazine-2,3-dicarbonitrile COC1=CC=C(S1)C=1N=C(C(=NC1C=1SC(=CC1)OC)C#N)C#N